ClC1=CC(=C(S1)C1=CC=C(O[C@@H]2C[C@H](CCC2)C(=O)OC)C=C1)COC(N(C)C1CCCC1)=O methyl (1S,3S)-3-(4-(5-chloro-3-(((cyclopentyl(methyl)carbamoyl)oxy)methyl)thiophen-2-yl)phenoxy)cyclohexane-1-carboxylate